C(CCC)SC1=C2N(C=NC2=NC(=N1)F)CC#C 6-(butylthio)-2-fluoro-7-(prop-2-yn-1-yl)-7H-purine